3-chloro-5-isopropenyl-pyridazine ClC=1N=NC=C(C1)C(=C)C